5-fluoro-3-(fluoromethoxy)-2-nitropyridine FC=1C=C(C(=NC1)[N+](=O)[O-])OCF